(1,3-dioxoisoindolin-2-yl) tetrahydropyran-4-carboxylate O1CCC(CC1)C(=O)ON1C(C2=CC=CC=C2C1=O)=O